3-(3-((3-(1-((4-chloro-3-(trifluoromethyl)phenethyl)amino)cyclobutyl)phenyl)amino)-2,5-dioxo-2,5-dihydro-1H-pyrrol-1-yl)piperidine-2,6-dione ClC1=C(C=C(CCNC2(CCC2)C=2C=C(C=CC2)NC=2C(N(C(C2)=O)C2C(NC(CC2)=O)=O)=O)C=C1)C(F)(F)F